CN(CCN(C1=C(C=C(C(=C1)OC)NC1=NC=NC(=C1)N1OCC[C@H]1C1=CC(=CC=C1)OCC1=CC(=CC=C1)F)NC(C=C)=O)C)C (S)-N-(2-((2-(dimethylamino)ethyl)(methyl)amino)-5-((6-(3-(3-((3-fluorobenzyl)oxy)phenyl)isoxazolidin-2-yl)pyrimidin-4-yl)amino)-4-methoxyphenyl)acrylamide